ClC=1C2=C(C(=NC1)C1=CC=C(C(=O)N[C@@H]3CC[C@H](CC3)O)C=C1)C=CN2 4-(7-chloro-1H-pyrrolo[3,2-c]pyridin-4-yl)-N-(trans-4-hydroxycyclohexyl)benzamide